8-bromo-4-[4-(6-chloro-1,3-benzooxazol-2-yl)piperidin-1-yl]-1-methyl-2-oxo-1,2-dihydroquinoline-3-carbonitrile BrC=1C=CC=C2C(=C(C(N(C12)C)=O)C#N)N1CCC(CC1)C=1OC2=C(N1)C=CC(=C2)Cl